NoNyN C#CCCCCCCC